Stearyl-methacrylat C(CCCCCCCCCCCCCCCCC)OC(C(=C)C)=O